5-(methoxycarbonyl)-2-(methylcarbamoyl)pyridin-1-ium-1-ol copper-iron borate B([O-])([O-])[O-].[Fe+2].[Cu+2].COC(=O)C=1C=CC(=[N+](C1)O)C(NC)=O